C(C1=CC=CC=C1)OC1=C(C=C(C=C1C)B(O)O)Cl 4-BENZYLOXY-3-CHLORO-5-METHYLPHENYLBORONIC ACID